(S)-N-(11-amino-12-(quinolin-3-yl)-5,6-dihydropyrimido[5',4':4,5]pyrrolo[2,1-a]isoquinolin-5-yl)acrylamide NC1=NC=NC2=C1C(=C1N2C[C@H](C=2C=CC=CC12)NC(C=C)=O)C=1C=NC2=CC=CC=C2C1